C1(CC(=O)OC(C2=CC(=CC=C2)OC(C)C)O1)=O 3-isopropoxyphenylmethylene malonate